ClC1=CC(=C(C(=C1)F)COC1=NC=2CN(CCC2C=C1C)CC1=NC2=C(N1C[C@H]1OCC1)C(=C(C=C2)C(=O)O)F)F 2-({2-[(4-chloro-2,6-difluorophenyl)methoxy]-3-methyl-5,6,7,8-tetrahydro-1,7-naphthyridin-7-yl}methyl)-7-fluoro-1-{[(2S)-oxetan-2-yl]methyl}-1H-1,3-benzodiazole-6-carboxylic acid